C(CCCCCCCCCCCCCCC)OC=1C=C(C(=O)OC)C=C(C1)O Methyl 3-(hexadecyloxy)-5-hydroxybenzoate